5-(difluoromethoxy)pyridin-3-amine dihydrochloride Cl.Cl.FC(OC=1C=C(C=NC1)N)F